OC1=C(C(CCC1)=O)C(=O)C=1C(=C2CN(CN(C2=CC1)C)C1=C(C=CC=C1)C)C 6-[(2-hydroxy-6-oxocyclohex-1-en-1-yl)carbonyl]-1,5-dimethyl-3-(2-methylphenyl)quinazoline